(S)-butanoic acid C(CCC)(=O)O